C(C)(C)(C)OC(=O)N1[C@@H]([C@H]([C@@H](C1)OC)F)C(=O)O (2R,3R,4R)-3-fluoro-4-methoxy-pyrrolidine-1,2-dicarboxylic acid 1-tert-butyl ester